5-Chloro-3-(N-(4-ethoxy-3-methoxyphenyl)-N-methylsulfamoyl)-N-(4-(trifluoromethyl)phenyl)thiophene-2-carboxamide ClC1=CC(=C(S1)C(=O)NC1=CC=C(C=C1)C(F)(F)F)S(N(C)C1=CC(=C(C=C1)OCC)OC)(=O)=O